glycerol dimaleate palmitate C(CCCCCCCCCCCCCCC)(=O)O.C(\C=C/C(=O)O)(=O)O.C(\C=C/C(=O)O)(=O)O.OCC(O)CO